ClC=1C=CC(=C(C1)[C@]1(C(NC2=CC(=CC=C12)C(F)(F)F)=O)CC(=O)O)OC (3S)-2-(3-(5-chloro-2-methoxyphenyl)-2-oxo-6-(trifluoromethyl)indolin-3-yl)acetic acid